3-(2-methyl-4-di-n-hexylaminophenyl)-3-(1-n-octyl-2-methylindol-3-yl)propanamide CC1=C(C=CC(=C1)N(CCCCCC)CCCCCC)C(CC(=O)N)C1=C(N(C2=CC=CC=C12)CCCCCCCC)C